1-[2-[[2-(2,6-dioxo-3-piperidyl)-1-oxo-isoindolin-4-yl]amino]acetyl]-N-[2-fluoro-3-[(4-oxo-1-piperidyl)sulfonylmethyl]phenyl]azetidine-3-carboxamide O=C1NC(CCC1N1C(C2=CC=CC(=C2C1)NCC(=O)N1CC(C1)C(=O)NC1=C(C(=CC=C1)CS(=O)(=O)N1CCC(CC1)=O)F)=O)=O